N-(7-chloro-6-((S)-1-cyanopropan-2-yl)isoquinolin-3-yl)-2-ethyl-3-(1-methyl-1H-pyrazol-4-yl)cyclopropane-1-carboxamide ClC1=C(C=C2C=C(N=CC2=C1)NC(=O)C1C(C1C=1C=NN(C1)C)CC)[C@H](CC#N)C